(1s,3s)-3-((5-(1-(2,2-difluoroethyl)-4-fluoro-2-methyl-1H-benzo[d]imidazol-6-yl)-4-methoxy-7H-pyrrolo[2,3-d]pyrimidin-2-yl)amino)-1-methylcyclobutan-1-ol FC(CN1C(=NC2=C1C=C(C=C2F)C2=CNC=1N=C(N=C(C12)OC)NC1CC(C1)(O)C)C)F